potassium 3-(3-chloro-4-fluoro-2-methoxy-phenyl)-5-methyl-5-(trifluoromethyl)tetrahydrofuran-2-carboxylate ClC=1C(=C(C=CC1F)C1C(OC(C1)(C(F)(F)F)C)C(=O)[O-])OC.[K+]